3-(4-(2-chlorophenyl)-5-(methylthio)-4H-1,2,4-triazol-3-yl)propan-1-ol ClC1=C(C=CC=C1)N1C(=NN=C1SC)CCCO